N-(4-(4-((1-(3,5-difluorobenzoyl)piperidin-4-yl)amino)-3-fluorophenyl)-1H-pyrrolo[2,3-b]pyridin-6-yl)cyclopropylcarboxamide FC=1C=C(C(=O)N2CCC(CC2)NC2=C(C=C(C=C2)C2=C3C(=NC(=C2)NC(=O)C2CC2)NC=C3)F)C=C(C1)F